O=C1N(CCC(N1)=O)C=1C=C(C=CC1)NC(C1=CC=C(C=C1)CN1CCCCC1)=O N-(3-(2,4-dioxotetrahydropyrimidin-1(2H)-yl)phenyl)-4-(piperidin-1-ylmethyl)benzamide